C(C1=CC=CC=C1)(=O)OC(CC)C(C(CC)OC(C1=CC=CC=C1)=O)(CCC)C 4-methyl-4-propyl-3,5-Heptanediol dibenzoate